4-(dimethylamino)-4-oxobutyrate CN(C(CCC(=O)[O-])=O)C